[I-].OC1NC=C[N+]1(CC1=CC=C(C=C1)C=C)CCCOC(C)(C)C 2-(Hydroxy)-3-(tert.butoxy-propan-1-yl)-3-(4-vinylbenzyl)-1H-imidazolium iodid